4-(4-(tert-butyl)phenyl)-2-fluoro-4-butylthiocyanate C(C)(C)(C)C1=CC=C(C=C1)C(CC(C)F)SC#N